dimethanol furandicarboxylate O1C(=C(C=C1)C(=O)O)C(=O)O.CO.CO